ClC1=CC=C(C(=N1)C(=O)O)N[C@H](C)C1=C2N=C(C(=NC2=CC(=C1)C)C#N)N1CC2(C1)CC1(CCC1)C2 (R)-6-chloro-3-((1-(2-cyano-3-(2-azadispiro[3.1.36.14]decan-2-yl)-7-methylquinoxalin-5-yl)ethyl)amino)picolinic acid